(2S)-4-(2-chloro-6-((7-fluoro-1-(methoxycarbonyl)-1,2,3,4-tetrahydronaphthalen-1-yl)methyl)-5-nitropyrimidin-4-yl)-2-(cyanomethyl)piperazine-1-carboxylic acid tert-butyl ester C(C)(C)(C)OC(=O)N1[C@H](CN(CC1)C1=NC(=NC(=C1[N+](=O)[O-])CC1(CCCC2=CC=C(C=C12)F)C(=O)OC)Cl)CC#N